C(C1=CC=CC=C1)[C@@]1(OC[C@@H]([C@H]([C@H]1O)O)NC1=NC(=CN=C1)C(F)(F)F)CN1CCN(CC1)C benzyl-(2R,3R,4R,5S)-2-((4-methylpiperazin-1-yl)methyl)-5-((6-(trifluoromethyl)pyrazin-2-yl)amino)tetrahydro-2H-pyran-3,4-diol